3-(5-([3,4'-bipiperidinyl]-1-ylmethyl)-1-oxoisoindolin-2-yl)piperidine-2,6-dione N1(CC(CCC1)C1CCNCC1)CC=1C=C2CN(C(C2=CC1)=O)C1C(NC(CC1)=O)=O